CN1C(C2=CC=CC=C2C(=C1)C(C)NC)=O 2-Methyl-4-(1-(methylamino)ethyl)isoquinolin-1(2H)-one